CC=1C=C(C(=NC1)N)NCCC 5-methyl-3-N-propyl-pyridine-2,3-diamine